C(CCCCC)OC1=CC=C(C=C1)C1=CC=C(C=C1)C#N 4'-hexyloxy-4-biphenylcarbonitrile